C(C)(=O)OOOC(C)(C)C t-butylperoxy acetate